CC1C(CC(=O)NC1)C1=CC=CC=C1 4-methyl-3-phenyl-δ-valerolactam